2-((1'-(2,6-dioxopiperidin-3-yl)-2'-oxospiro[azetidine-3,3'-indoline]-1-yl) methyl)-7-azaspiro[3.5]nonane-7-carboxylate O=C1NC(CCC1N1C(C2(C3=CC=CC=C13)CN(C2)CC2CC1(C2)CCN(CC1)C(=O)[O-])=O)=O